COC1=CC=C(CN(C2=CC(=C(N(C2=O)C)C(F)(F)F)B(O)O)CC2=CC=C(C=C2)OC)C=C1 (5-(Bis(4-methoxybenzyl)amino)-1-methyl-6-oxo-2-(trifluoromethyl)-1,6-dihydropyridin-3-yl)boronic acid